trifluoromethanesulfonic acid 1,3-dimethoxypropane-2-yl ester COCC(COC)OS(=O)(=O)C(F)(F)F